Exo-2-Naphthylnorbornene C1=C(C=CC2=CC=CC=C12)C12C=CC(CC1)C2